2-chloro-8-oxo-6,7-dihydro-5H-indolizine-5-carboxylic acid methyl ester COC(=O)C1N2C=C(C=C2C(CC1)=O)Cl